methyl (S)-2-chloro-4-methoxy-1-(oxetan-2-ylmethyl)-1H-benzo[d]imidazole-6-carboxylate ClC1=NC2=C(N1C[C@H]1OCC1)C=C(C=C2OC)C(=O)OC